FC1=C2C=C(N(C2=CC=C1N1C(C=2C=C(C(=NC2C(=C1)C(=O)N1CCC(CC1)F)OC)OC)=O)C(C)C)C 6-(4-fluoro-1-isopropyl-2-methyl-1H-indol-5-yl)-8-(4-fluoropiperidine-1-carbonyl)-2,3-dimethoxy-1,6-naphthyridin-5(6H)-one